ClC1=NC=C(C=2N1C=CN2)Cl 5,8-dichloroimidazo[1,2-c]pyrimidine